tert-butyl ((E)-3-((2S*,4R*)-4-((4-aminophenyl)amino)-2-methyl-1-propionyl-1,2,3,4-tetrahydroquinolin-7-yl)allyl)carbamate NC1=CC=C(C=C1)N[C@@H]1C[C@@H](N(C2=CC(=CC=C12)/C=C/CNC(OC(C)(C)C)=O)C(CC)=O)C |o1:8,10|